1-benzyl-6-(3,5-dimethylisoxazol-4-yl)-1H-imidazo[4,5-c]pyridine 5-oxide C(C1=CC=CC=C1)N1C=NC=2C=[N+](C(=CC21)C=2C(=NOC2C)C)[O-]